C(C)(C)(C)C1=CN=C(O1)CSC1=CN=C(S1)NC(=O)C1CCN(CC1)CC(=O)NCCCCNC(OC(C)(C)C)=O tert-butyl (4-(2-(4-((5-(((5-(tert-butyl)oxazol-2-yl)methyl)thio)thiazol-2-yl)carbamoyl)piperidin-1-yl)acetamido)butyl)carbamate